NC=1C=CC(=NC1C)C1=NC2=CC=C(C=C2C(=C1)C(=O)N(C)CC=1C=NN(C1C)CC)Cl 2-(5-amino-6-methylpyridin-2-yl)-6-chloro-N-[(1-ethyl-5-methyl-1H-pyrazol-4-yl)methyl]-N-methylquinoline-4-carboxamide